4-[({5-[(5,6-difluoro-2,3-dihydro-1,4-benzoxazin-4-yl)methyl]-2-fluoro-4-methoxyphenyl}carbamoyl)amino]-3-(methoxycarbonyl)thiophene-2-carboxylic acid FC1=C(C=CC2=C1N(CCO2)CC=2C(=CC(=C(C2)NC(=O)NC=2C(=C(SC2)C(=O)O)C(=O)OC)F)OC)F